C(#N)C1(CC1)NS(=O)(=O)C=1C=C(C2=C(N(C(=N2)C)C=2SC(=NN2)C(F)F)C1)N1C[C@H](N(CC1)C(C(C)C)=O)C (R)-N-(1-cyanocyclopropyl)-1-(5-(difluoromethyl)-1,3,4-thiadiazol-2-yl)-4-(4-isobutyryl-3-methylpiperazin-1-yl)-2-methyl-1H-benzo[d]imidazole-6-sulfonamide